ClC1=C(C=NC=C1)O[C@@H]1CC[C@H](CC1)NC(C(CCCOC1=CC=C(C=C1)Cl)(C)C)=O trans-N-(4-((4-chloropyridin-3-yl)oxy)cyclohexyl)-5-(4-chlorophenoxy)-2,2-dimethylpentanamide